C1(=CC(=CC=C1)N1CCC(CC1)=O)C 1-(m-tolyl)piperidin-4-one